BrC=1C(=C2N(CCN(C2=O)CC2=CC=C(C=C2)OC)C1CO)I 7-bromo-6-(hydroxymethyl)-8-iodo-2-[(4-methoxyphenyl)methyl]-3,4-dihydropyrrolo[1,2-a]pyrazin-1-one